2-[(S)-benzyloxycarbonylamino(4,4-difluorocyclohexyl)methyl]Imidazo-[1,2-b]Pyridazine C(C1=CC=CC=C1)OC(=O)N[C@H](C=1N=C2N(N=CC=C2)C1)C1CCC(CC1)(F)F